ClC1=NN2C(N=CC3=C2C(CN3C(=O)OC(C)(C)C)(C(F)(F)F)C)=C1F tert-butyl 2-chloro-3-fluoro-8-methyl-8-(trifluoromethyl)-7,8-dihydro-6H-pyrazolo[1,5-a]pyrrolo[2,3-e]pyrimidine-6-carboxylate